C(C=C)(=O)N1CC2(CN(C2)C2=CC=C(C=C2)C=2C=3N(C=C(C2)OCC(C)(C)O)N=CC3C#N)C1 4-(4-(6-acryloyl-2,6-diazaspiro[3.3]heptane-2-yl)phenyl)-6-(2-hydroxy-2-methylpropoxy)pyrazolo[1,5-a]pyridine-3-carbonitrile